trans-undec-1-ene C=CCCCCCCCCC